tert-butyl 4-{8-fluoro-2-[7-fluoro-6-(methoxymethoxy)-2-methylindazol-5-yl]quinoxalin-6-yl}piperidine-1-carboxylate FC=1C=C(C=C2N=CC(=NC12)C1=CC2=CN(N=C2C(=C1OCOC)F)C)C1CCN(CC1)C(=O)OC(C)(C)C